NC1=NN2C(C=CC(=C2)C=2C=C(C(=NC2)C)NC(=O)N2OCC[C@H]2C2=CC=C(C=C2)Cl)=N1 (S)-N-(5-(2-amino-[1,2,4]triazolo[1,5-a]pyridin-6-yl)-2-methylpyridin-3-yl)-3-(4-chlorophenyl)isoxazolidine-2-carboxamide